vinyl-acetate C(=C)CC(=O)[O-]